arginine, amide N[C@@H](CCCNC(N)=N)C(=O)N